{1-[8-(1,6-dimethyl-1H-1,3-benzodiazol-5-yl)indolizine-3-carbonyl]piperidin-4-yl}carbamate CN1C=NC2=C1C=C(C(=C2)C2=CC=CN1C(=CC=C21)C(=O)N2CCC(CC2)NC([O-])=O)C